O1CC(CC1)COC1=NC2=CC=CC=C2CN1 ((tetrahydrofuran-3-yl)methoxy)-3,4-dihydroquinazoline